(4-(3-hydroxypropyl)phenyl)-2-methylpropanoic acid methyl ester COC(C(C)(C)C1=CC=C(C=C1)CCCO)=O